r-hydroxycaproic acid O[C@@H](C(=O)O)CCCC